ClCCCC(O)C1=CC=C(C=C1)F 4-chloro-1-(4-fluorophenyl)-1-butanol